O1CCC2=C1C=CC(=C2)C(=O)N2C[C@H](N([C@@H](C2)C)C(=O)C2=C(C=C(C=C2)OC)F)C ((2R,6R)-4-(2,3-dihydrobenzofuran-5-carbonyl)-2,6-dimethylpiperazin-1-yl)(2-fluoro-4-methoxyphenyl)methanone